ClC=1C=CC(=C(C1)C1=CC(=CN=N1)NC1=CC=NC2=CC(=CC=C12)OC)F N-[6-(5-chloro-2-fluorophenyl)pyridazin-4-yl]-7-methoxyquinolin-4-amine